NC(CC)C1=NC(=CC2=C1CN(C2=O)C2=NC(=CC=C2)C=2N1C(=NN2)CC[C@@H]1C)C1(CC1)C 4-[(1ξ)-1-aminopropyl]-6-(1-methylcyclopropyl)-2-{6-[(5S)-5-methyl-6,7-dihydro-5H-pyrrolo[2,1-c][1,2,4]triazol-3-yl]pyridin-2-yl}-2,3-dihydro-1H-pyrrolo[3,4-c]pyridin-1-one